ClC1=CC(=[N+](C=C1NC1=C(C(=CC=C1C)OC)C)[O-])C 4-chloro-5-((3-methoxy-2,6-dimethylphenyl)amino)-2-methylpyridine 1-oxide